p-tolylphosphinic acid C1(=CC=C(C=C1)P(O)=O)C